thiomalonic acid C(CC(=O)O)(=S)O